S(=O)(=O)(O)C1=CC=C(C)C=C1.C(O)C(C(C1=CC=CC=C1)=O)(O)C1=CC=CC=C1 α-methylolbenzoin tosylate